2-(4-bromophenyl)indazole BrC1=CC=C(C=C1)N1N=C2C=CC=CC2=C1